C(C)(C)(C)C1CC=C(CC1)CC=1C(C2=CC=CC=C2C(C1O)=O)=O 2-((4-(tert-butyl)cyclohex-1-en-1-yl)methyl)-3-hydroxy-1,4-naphthoquinone